C1=CC=CC=2C3=CC=CC=C3C(C12)COC(=O)N(CC1=CC=C(C=C1)N)C1=C(C=CC=C1)C1CN(CCC1)C(=O)O.C1(CCC(C(C1)C(=O)O)C(C)C)C 5-menthyl-carboxylate 3-(((((9H-fluoren-9-yl)methoxy)carbonyl)(4-aminobenzyl)amino)phenyl)piperidine-1-carboxylate